The molecule is a polypeptide consisting of the first 18 amino acids at the N-terminus of the Bacterial Elongation Factor Tu protein that is capable of eliciting an innate immunity response in plants. CC[C@H](C)[C@@H](C(=O)NCC(=O)O)NC(=O)[C@H]([C@@H](C)O)NC(=O)CNC(=O)[C@H](C(C)C)NC(=O)[C@H](CC(=O)N)NC(=O)[C@H](C(C)C)NC(=O)[C@H](CC1=CNC=N1)NC(=O)[C@@H]2CCCN2C(=O)[C@H](CCCCN)NC(=O)[C@H]([C@@H](C)O)NC(=O)[C@H](CCCNC(=N)N)NC(=O)[C@H](CCC(=O)O)NC(=O)[C@H](CC3=CC=CC=C3)NC(=O)[C@H](CCCCN)NC(=O)[C@H](CCC(=O)O)NC(=O)[C@H](CCCCN)NC(=O)[C@H](CO)NC(=O)C